C(C)(C)(C)OC(=O)N(C1C(C1)C1=CC=C(C=C1)C1=CN(C(C=C1)=O)C)CC1CCN(CC1)CC1=CC=C(C(=O)OC)C=C1 Methyl 4-((4-(((tert-butoxycarbonyl)(2-(4-(1-methyl-6-oxo-1,6-dihydropyridin-3-yl)phenyl)cyclopropyl)amino)methyl)piperidin-1-yl)methyl)benzoate